FC(C=1C=CC(=NC1)C(C)=O)(F)F 1-[5-(trifluoromethyl)pyridin-2-yl]ethanone